1-(2,2,2-Trifluoroethyl)piperazine FC(CN1CCNCC1)(F)F